rac-tert-butyl (3-methyl-5-(2-((2R,5S)-5-methyl-[2,4'-Bipiperidin]-1-yl)-2-oxoacetamido)pyridin-2-yl)carbamate CC=1C(=NC=C(C1)NC(C(=O)N1[C@H](CC[C@@H](C1)C)C1CCNCC1)=O)NC(OC(C)(C)C)=O |r|